C1(=CC=CC=C1)C(C)NC(C=1C(C(=O)O)=CC=CC1)=O N-(1-phenylethyl)PHTHALAMIC ACID